O.O.O.O.[F-].[K+] Potassium Fluoride Tetrahydrate